CN(C(OC(C)(C)C)=O)C1CN(C1)S(=O)(=O)N1CCC(CC1)NC=1N=CC2=C(N1)N(C(C21CC1)=O)C1C(CCC1)C Tert-butyl N-methyl-N-(1-{4-[7'-(2-methylcyclopentyl)-6'-oxospiro[cyclopropane-1,5'-pyrrolo[2,3-d]pyrimidin]-2'-ylamino]piperidin-1-ylsulfonyl}azetidin-3-yl)carbamate